tert-Butyl (4-((4-chloro-5-(trifluoromethyl)pyrimidin-2-yl)amino)phenyl)carbamate ClC1=NC(=NC=C1C(F)(F)F)NC1=CC=C(C=C1)NC(OC(C)(C)C)=O